(S)-4-((6-fluoropyridin-2-yl)methyl)-N-(5-methyl-4-oxo-7-((tetrahydro-2H-pyran-4-yl)ethynyl)-2,3,4,5-tetrahydrobenzo[b][1,4]oxazepin-3-yl)picolinamide FC1=CC=CC(=N1)CC1=CC(=NC=C1)C(=O)N[C@@H]1C(N(C2=C(OC1)C=CC(=C2)C#CC2CCOCC2)C)=O